OCCS(=O)(=O)O.S(=O)(=O)(O)CCO isethionate (2-hydroxy ethyl-sulfonate)